BrC=1C=C(CNS(=O)(=O)C2=CC=C(C=C2)NC(=O)NCC2=CC=NC=C2)C=CC1Br N-(3,4-dibromobenzyl)-4-(3-(pyridin-4-ylmethyl)ureido)benzenesulfonamide